CN(CCCCC1OCCO1)C 4-dimethylaminobutyl-[1,3]-dioxolane